2-amino-4-cyanobenzo[d]thiazole-6-carboxylic acid methyl ester COC(=O)C1=CC2=C(N=C(S2)N)C(=C1)C#N